C(C)N1C(C(CCC1)S)=O N-ethyl-2-mercapto-5-pentanolactam